F[C@@H]1CN(CC[C@H]1NC1=NC=C(C(=N1)C1=CC(=C(S1)C)C(=O)N)C(F)(F)F)S(=O)(=O)C=1N=CN(C1)C 5-(2-(((3R,4R)-3-fluoro-1-((1-methyl-1H-imidazol-4-yl)sulfonyl)piperidin-4-yl)amino)-5-(trifluoromethyl)pyrimidin-4-yl)-2-methylthiophene-3-carboxamide